tert-butyl (1-(2-bromo-6-chloropyridin-4-yl)-1-hydroxy-3-methylbutan-2-yl)-carbamate BrC1=NC(=CC(=C1)C(C(C(C)C)NC(OC(C)(C)C)=O)O)Cl